ClC=1N=C(NC1C=1C(=NC2=CC=CC=C2C1)O)[C@H](CCCCCC(CC)=O)NC(=O)[C@H]1CC12CCN(CC2)C (1S)-N-{(1S)-1-[4-Chloro-5-(2-hydroxychinolin-3-yl)-1H-imidazol-2-yl]-7-oxononyl}-6-methyl-6-azaspiro[2.5]octan-1-carboxamid